2-(5-Cyclopropylpyridin-3-yl)pyrazolo[1,5-a]pyrimidine-3-carboxylic acid C1(CC1)C=1C=C(C=NC1)C1=NN2C(N=CC=C2)=C1C(=O)O